2-methyl-2-(1H-1,2,3-triazol-1-yl)propionic acid ethyl ester C(C)OC(C(C)(N1N=NC=C1)C)=O